5-isopropyl-2-(2-(trifluoromethoxy)pyridine-3-yl)-1H-pyrrole-3-carboxylic acid methyl ester COC(=O)C1=C(NC(=C1)C(C)C)C=1C(=NC=CC1)OC(F)(F)F